2-methyl-1-(pyridin-4-yl)propan-2-yl (tert-butoxycarbonyl)alaninate C(C)(C)(C)OC(=O)N[C@@H](C)C(=O)OC(CC1=CC=NC=C1)(C)C